Methyl 1-(6-bromo-7-fluoro-3-nitroquinolin-4-yl)cyclobutane-1-carboxylate BrC=1C=C2C(=C(C=NC2=CC1F)[N+](=O)[O-])C1(CCC1)C(=O)OC